N-Cyclobutyl-2-(2,4-difluoro-3-hydroxy-5-(trifluoromethyl)phenyl)benzo[d]oxazole-5-carboxamide C1(CCC1)NC(=O)C=1C=CC2=C(N=C(O2)C2=C(C(=C(C(=C2)C(F)(F)F)F)O)F)C1